Tert-butyl (8aR)-5-bromo-6-chloro-8a,9,11,12-tetrahydropyrazino[2',1':3,4][1,4]-oxazepino[5,6,7-de]quinazoline-10(8H)-carboxylate BrC=1C(=C2C3=C(N=CN=C3C1)N1[C@@H](CO2)CN(CC1)C(=O)OC(C)(C)C)Cl